The molecule is a pyrazolopyrazole that consists of 1H,7H-pyrazolo[1,2-a]pyrazole-1,7-dione bearing two methyl substituents at positions 2 and 6 as well as two bromomethyl substituents at positions 3 and 5. It has a role as a fluorochrome. It is an organobromine compound and a pyrazolopyrazole. CC1=C(N2C(=C(C(=O)N2C1=O)C)CBr)CBr